C1(=CC=CC=C1)[C@@H]1[C@@H](CNC1)C(=O)NC=1C=CC=C2C=CC=NC12 (3S,4S)-4-phenyl-N-(quinolin-8-yl)pyrrolidine-3-carboxamide